COC1C2C3CCCC3C(C1)C2 octahydro-5-methoxy-4,7-methano-1H-indene